1-(2-bromopyridin-4-yl)-3-(3,5-difluoro-2-hydroxy-methylphenyl)urea BrC1=NC=CC(=C1)NC(=O)NC1=C(C(=C(C(=C1)F)C)F)O